[Co].[Na] sodium-cobalt